BrC=1C=NN(C1C)[C@H]1C(C1)(F)F |r| (R)- and (S)-4-bromo-1-(2,2-difluorocyclopropyl)-5-methyl-1H-pyrazole